FC(C1=CC2=CC(=CC=C2C=C1)C(=O)OC1=C(C(=C(C(=C1F)F)F)F)F)(F)P(O)(O)=O (Difluoro(7-((perfluorophenoxy)carbonyl)naphthalen-2-yl)methyl)phosphonic acid